C1(CCCCC1)[C@@H](C(=O)N1CCN(CC1)C(=O)C=1N(C2=CC(=CC=C2C1C(=O)N1[C@@H](CCC1)COC)OC)C)NC([C@H](C)NC)=O (S)-N-((S)-1-cyclohexyl-2-(4-(6-meth-oxy-3-((S)-2-(methoxy-methyl)pyrrolidine-1-carbonyl)-1-meth-yl-1H-indole-2-carbonyl)piperazin-1-yl)-2-oxoethyl)-2-(meth-ylamino)propanamide